ON1N=CC(=C1)N1CN(C(C2=CC=CC=C12)=O)C=CC1=CC=CC=C1 (1-hydroxy-1H-pyrazol-4-yl)-3-styryl-2,3-dihydroquinazolin-4(1H)-one